methyl-2,4,6-trimethylbenzoyldiphenylphosphine oxide CC1=C(C=CC=C1)P(C1=CC=CC=C1)(C(C1=C(C=C(C=C1C)C)C)=O)=O